C(C=C)(=O)OCC1OCC1 acryloxymethyl-oxetane